CN(C(OCC1=CC=CC=C1)=O)C1=CC=CC2=C(C=CC=C12)S(NC1=CC=C(C=C1)CN1C(COCC1)=O)(=O)=O benzyl methyl(5-(N-(4-((3-oxomorpholino)methyl)phenyl)-sulfamoyl)-naphthalen-1-yl)carbamate